P(OC(C1=C(C(=C(C(=C1)CC)CC1=CC=CC=C1)CC1=CC=CC=C1)OCC)=O)(OC1=C(C=CC(=C1)C=1OC(=NN1)C=1OC=CC1)F)(=O)N Dibenzyl(2-ethoxy-5-ethylbenzoyl) (2-fluoro-5-(5-(furan-2-yl)-1,3,4-oxadiazol-2-yl)phenyl) phosphoramidate